FC1=CC2=C(C(=NO2)C2CCN(CC2)CCCCN2C(N3C(CC2=O)CCCC3)=O)C=C1 2-{4-[4-(6-Fluoro-benzo[d]isoxazol-3-yl)-piperidin-1-yl]-butyl}-hexahydro-pyrido[1,2-c]pyrimidine-1,3-dione